1-methyl-3-(3,5,5'-trifluoro-2'-hydroxy-3'-(2-(piperazin-1-yl)pyridin-4-yl)-[1,1'-biphenyl]-4-yl)imidazolidin-2-one CN1C(N(CC1)C1=C(C=C(C=C1F)C1=C(C(=CC(=C1)F)C1=CC(=NC=C1)N1CCNCC1)O)F)=O